N6-(2-isopropoxy-5-methyl-4-(1-methylpiperidin-4-yl)phenyl)-N4-(2-(isopropylsulfonyl)-phenyl)-1H-pyrazolo[3,4-d]pyrimidine-4,6-diamine C(C)(C)OC1=C(C=C(C(=C1)C1CCN(CC1)C)C)NC1=NC(=C2C(=N1)NN=C2)NC2=C(C=CC=C2)S(=O)(=O)C(C)C